N-acryl-N'-ethyl-piperazine C(=O)(C=C)N1CCN(CC1)CC